(S)-N-(1-(o-methylphenyl)ethyl)-amide CC1=C(C=CC=C1)[C@H](C)[NH-]